FC1=CC=C(OCC2N(C3CC(C2C)C3)CC3=CC=C(C=C3)OC)C=C1 TRANS-3-(4-fluorophenoxymethyl)-2-[(4-methoxyphenyl)methyl]-4-methyl-2-azabicyclo[3.1.1]heptane